COC1=C(C=CC=C1)C1=CC(=CC=2C=C(OC21)C(=O)N(C)C)C=2CNCCC2 7-(2-Methoxyphenyl)-N,N-dimethyl-5-(1,2,5,6-tetrahydropyridin-3-yl)benzofuran-2-carboxamide